Racemic-(E)-3-(3-methyl-1H-indazol-6-yl)-N-((1R,2R)-2-methylcyclohexyl)acrylamide CC1=NNC2=CC(=CC=C12)/C=C/C(=O)N[C@H]1[C@@H](CCCC1)C